(R)-1-(2-chloropyridin-3-yl)ethyl (1-methyl-4-(6-methyl-5-(N-(methyl-d3)methylsulfonamido)pyridin-2-yl)-1H-1,2,3-triazol-5-yl)carbamate CN1N=NC(=C1NC(O[C@H](C)C=1C(=NC=CC1)Cl)=O)C1=NC(=C(C=C1)N(S(=O)(=O)C)C([2H])([2H])[2H])C